C(C)(C)(C)OC(=O)N1N=CC(=C1)N(C1=NC(=NC=C1)Cl)C(=O)OC(C)(C)C 4-[tert-butoxycarbonyl-(2-chloro-pyrimidin-4-yl)-amino]-pyrazole-1-carboxylic acid tert-butyl ester